(6-(4-cyclopropoxybenzyl)-2-azaspiro[3.3]hept-2-yl)((1s,3s)-3-hydroxy-3-methylcyclobutyl)methanone C1(CC1)OC1=CC=C(CC2CC3(CN(C3)C(=O)C3CC(C3)(C)O)C2)C=C1